NC1=NC=C(C=C1C=1C=C2CCNC(C2=CC1F)=O)C1=C(C(=C(C=C1)N1C[C@H](OCC1)C(C)C)F)F (R)-6-(2-amino-5-(2,3-difluoro-4-(2-isopropylmorpholino)phenyl)pyridin-3-yl)-7-fluoro-3,4-dihydroisoquinolin-1(2H)-one